CON(C(=O)[C@H]1N(CC1)C(=O)OC(C)(C)C)C tert-Butyl (S)-2-(methoxy(methyl)carbamoyl)azetidine-1-carboxylate